FC(N1C(=NC2=C(C=C(C=C2C1=O)F)[C@@H](C)N[S@](=O)C(C)(C)C)C1CCOCC1)F (R)-N-[(1R)-1-[3-(difluoromethyl)-6-fluoro-4-oxo-2-tetrahydropyran-4-yl-quinazolin-8-yl]ethyl]-2-methyl-propane-2-sulfinamide